(3S,4r,5R)-1-(4-((tetrahydrofuran-3-yl)methoxy)phenethyl)piperidine-3,4,5-triol O1CC(CC1)COC1=CC=C(CCN2C[C@@H](C([C@@H](C2)O)O)O)C=C1